1-(4-hydroxy-2-methylphenyl)ethan-1-one OC1=CC(=C(C=C1)C(C)=O)C